4-acetamido-N-(2-aminophenyl)-benzamide C(C)(=O)NC1=CC=C(C(=O)NC2=C(C=CC=C2)N)C=C1